C(C)(C)N1N=CC(=C1)CNC=1C(C(C1N(CC1=CC=C(C=C1)C1=NOC(=N1)C(F)(F)F)C)=O)=O 3-(((1-isopropyl-1H-pyrazol-4-yl)methyl)amino)-4-(methyl(4-(5-(trifluoromethyl)-1,2,4-oxadiazol-3-yl)benzyl)amino)cyclobut-3-ene-1,2-dione